C(N)(=O)N(C1=C(C=C(C=C1)S(=O)(=O)NC1=C(N=CS1)C(=O)O)F)C(N)=N 5-[[4-(carbamoyl-imidocarbamoylamino)-3-fluoro-phenyl]sulfonylamino]thiazole-4-carboxylic acid